O=C1N(C(C=C(N1)C(F)(F)F)=O)C1=CC(=C(C#N)C=C1F)OC1=C(C(=CC=C1C)C)C 4-[2,6-Dioxo-4-(trifluoromethyl)-3,6-dihydropyrimidin-1(2H)-yl]-5-fluoro-2-(2,3,6-trimethylphenoxy)benzonitrile